4,4-difluoro-2-(2-methoxybenzyl)azepane FC1(CC(NCCC1)CC1=C(C=CC=C1)OC)F